O1OO1 tri-oxirane